(S)-tert-butyl (1-(3-bromophenylsulfonamido)-4-methyl-1-oxopentan-2-yl)carbamate BrC=1C=C(C=CC1)S(=O)(=O)NC([C@H](CC(C)C)NC(OC(C)(C)C)=O)=O